(6-cyclopropyl-8-(1-methylazetidin-3-yl)imidazo[1,2-a]pyridin-2-yl)methanamine C1(CC1)C=1C=C(C=2N(C1)C=C(N2)CN)C2CN(C2)C